C(C)(=O)N1C(CCCC1)C(=O)N[C@@H](C)C1=NC(=NO1)C1=CC(=NC=C1)C(F)(F)F 1-acetyl-N-[(1S)-1-[3-[2-(trifluoromethyl)-4-pyridinyl]-1,2,4-oxadiazol-5-yl]ethyl]piperidine-2-carboxamide